CC1(NC=CC=C1)CO 2-methyl-2-pyridinemethanol